CC1=NNC(=C1)C(=O)OCC ethyl 3-methyl-1H-pyrazole-5-carboxylate